CC1=CC(=NC=C1)N1N=CC(=C1)CO (1-(4-methylpyridin-2-yl)-1H-pyrazol-4-yl)methanol